ClC1=CC=C(OC2=CC(=C(C=C2)C(CN2N=CN=C2)(O)C2CC2)C(F)(F)F)C=C1 1-[4-(4-chlorophenoxy)-2-(tri-fluoromethyl)phenyl]-1-cyclopropyl-2-(1,2,4-triazol-1-yl)ethanol